4-(4-((acridine-9-carbonyl)oxy)-3,5-dibromobenzoyl)piperazin-1-ium 2,2,2-trifluoroacetate FC(C(=O)[O-])(F)F.C1=CC=CC2=NC3=CC=CC=C3C(=C12)C(=O)OC1=C(C=C(C(=O)N2CC[NH2+]CC2)C=C1Br)Br